FC1(CN(CC[C@H]1NC1=NN2C(C(=N1)OC)=C(C=C2)C=2C=CC1=C(N(N=N1)C1CC(C1)(F)F)C2)C)F (R)-N-(3,3-difluoro-1-methylpiperidin-4-yl)-5-(1-(3,3-difluorocyclobutyl)-1H-benzo[d][1,2,3]triazol-6-yl)-4-methoxypyrrolo[2,1-f][1,2,4]triazin-2-amine